N-(5-(4-methylphenyl)-1,3,4-thiadiazol-2-yl)-1-ethyl-4-hydroxy-2-quinolone-3-carboxamide CC1=CC=C(C=C1)C1=NN=C(S1)NC(=O)C=1C(N(C2=CC=CC=C2C1O)CC)=O